FC=1C=C(C=C(C1)F)C1=NO[C@](C1)(C(=O)N[C@H]1C=C[C@H](C1)C(=O)OC)C=C methyl (1S,4R)-4-[[(5S)-3-(3,5-difluorophenyl)-5-vinyl-4H-isoxazole-5-carbonyl]amino]cyclopent-2-ene-1-carboxylate